C=CCCC=C hexadiene